CC1=C(OC=2CCC3=CN(N=C3C21)CC2=NC=CC=C2)C(=O)NC[C@@H]2COCC2 8-methyl-2-(pyridin-2-ylmethyl)-N-[(3R)-tetrahydrofuran-3-ylmethyl]-4,5-dihydro-2H-furo[2,3-g]indazole-7-carboxamide